C(C1=CC=CC=C1)N(C(=O)C1=C(C(=O)O)C=CC(=C1)[N+](=O)[O-])CC1=CC=CC=C1 2-(dibenzylcarbamoyl)-4-nitrobenzoic acid